C(C)C1=NNC(=N1)C(F)(F)F 3-ethyl-5-trifluoromethyl-1,2,4-triazole